1-(4-Methoxy-2-methyl-5,7-dihydro-6H-pyrrolo[3,4-d]pyrimidin-6-yl)-2-(1-(pyridin-3-yl)azetidin-3-yl)ethan-1-one COC=1C2=C(N=C(N1)C)CN(C2)C(CC2CN(C2)C=2C=NC=CC2)=O